[NH4+].C(C)C1=C(C(C)(C)Cl)C=CC=C1 2-ethyldimethylbenzyl chloride ammonium